ClC=1C=C(C=NC1C#N)OC1C(C(C1(C)C)NC(OC(C)(C)C)=O)(C)C tert-butyl ((1r,3r)-3-((5-chloro-6-cyanopyridin-3-yl)oxy)-2,2,4,4-tetramethylcyclobutyl)carbamate